CCCCCCCCCCC[C@@H](C[C@H]1[C@@H](C(=O)O1)CCCCCC)OC(=O)[C@H](CC(C)C)NC=O The molecule is a carboxylic ester resulting from the formal condensation of the carboxy group of N-formyl-L-leucine with the hydroxy group of (3S,4S)-3-hexyl-4-[(2S)-2-hydroxytridecyl]oxetan-2-one. A pancreatic lipase inhibitor, it is used as an anti-obesity drug. It has a role as an EC 3.1.1.3 (triacylglycerol lipase) inhibitor, a bacterial metabolite, an EC 2.3.1.85 (fatty acid synthase) inhibitor and an anti-obesity agent. It is a beta-lactone, a L-leucine derivative, a member of formamides and a carboxylic ester.